O1[C@H](C1)C(=O)[O-] R-oxirane-2-carboxylate